2,6-Dichloro-4-propionyl-resorcinol ClC1=C(O)C(=CC(=C1O)C(CC)=O)Cl